BrC1=C(N=CN1CC(=O)N1CC2(COC2)C1)C1=CC=C(C=C1)F 2-[5-Bromo-4-(4-fluorophenyl)imidazol-1-yl]-1-(2-oxa-6-azaspiro[3.3]hept-6-yl)ethanone